(6-(methoxymethoxy)hexyloxy)quinoline COCOCCCCCCOC1=NC2=CC=CC=C2C=C1